methylolstearyl alcohol C(O)CCCCCCCCCCCCCCCCCCO